N-(3-chloro-4-(6-cyano-5-fluoropyridin-2-yl)phenyl)-4-(trifluoromethoxy)benzenesulfonamide ClC=1C=C(C=CC1C1=NC(=C(C=C1)F)C#N)NS(=O)(=O)C1=CC=C(C=C1)OC(F)(F)F